C(C1=CC=CC=C1)O[C@]1(C2=NN=C(C3=C(C=C(C(NCC(OCCC1)(C)C)=N3)C(F)(F)F)[N+](=O)[O-])O2)C(F)(F)F (6R)-6-Benzyloxy-11,11-dimethyl-17-nitro-6,15-bis(trifluoromethyl)-10,19-dioxa-3,4,13,18-tetrazatricyclo[12.3.1.12,5]nonadeca-1(17),2,4,14(18),15-pentaene